Tetrabutoxy-propyl-Trisiloxane C(CCC)O[Si](O[Si](CCC)(OCCCC)OCCCC)(O[SiH3])OCCCC